tert-butyl 9-(4,4,5,5-tetramethyl-1,3,2-dioxa-borolan-2-yl)-3-azaspiro[5.5]undec-8-ene-3-carboxylate CC1(OB(OC1(C)C)C1=CCC2(CCN(CC2)C(=O)OC(C)(C)C)CC1)C